OC1C(OC(C1O)CO)C=O 3,4-dihydroxy-5-(hydroxymethyl)tetrahydrofuran-2-carbaldehyde